C(=C)C1SSC=CC1 3-vinyl-[4H]-1,2-dithiine